3,5-difluoro-4-(1-phenylethyl)pyridine 2,5-dioxopyrrolidin-1-yl-4-cyclobutyl-4-(pyridin-2-ylthio)butanoate O=C1N(C(CC1)=O)C(C(=O)O)CC(SC1=NC=CC=C1)C1CCC1.FC=1C=NC=C(C1C(C)C1=CC=CC=C1)F